C(C)(C)(C)C=1C=C(C=C(C1O)CC1=C(C(=CC(=C1)C(C)(C)C)C(C)(C)C)O)CCC(=O)OCCSCCOC(CCC1=CC(=C(C(=C1)CC1=C(C(=CC(=C1)C(C)(C)C)C(C)(C)C)O)O)C(C)(C)C)=O Thiobis(ethane-2,1-diyl) bis(3-(3-(tert-butyl)-5-(3,5-di-tert-butyl-2-hydroxybenzyl)-4-hydroxyphenyl) propionate)